C(C)(C)(C)OC(=O)N(C=1C=2N(N=C(C1)NC1CCN(CC1)C(=O)OC(C)(C)C)C(=CN2)C(C)C)C2=CC(=CC=C2)F tert-butyl 4-((8-((tert-butoxycarbonyl)(3-fluorophenyl)amino)-3-isopropylimidazo[1,2-b]pyridazin-6-yl)amino)piperidine-1-carboxylate